2-(2-(bicyclo[3.1.0]hex-2-en-3-yl)-5-ethyl-7-oxo-6-(piperazin-1-yl)-[1,2,4]triazolo[1,5-a]pyrimidin-4(7H)-yl)-N-(4-(pentafluoro-λ6-sulfanyl)phenyl)acetamide C12C=C(CC2C1)C1=NN2C(N(C(=C(C2=O)N2CCNCC2)CC)CC(=O)NC2=CC=C(C=C2)S(F)(F)(F)(F)F)=N1